C1(=CC=CC=C1)N1[C@H](CCC1)C=1N=CSC1 4-((R)-1-phenylpyrrolidin-2-yl)thiazol